FC1=C(C(=C(C(=C1F)F)F)OC1=CC=C(C=C1)F)S(=O)(=O)NC1=CC(=C(C=C1)OC)F 2,3,4,5-tetrafluoro-N-(3-fluoro-4-methoxyphenyl)-6-(4-fluorophenoxy)benzenesulfonamide